(R)-4-((1H-indazol-5-yl)ethynyl)-N-((tetrahydrofuran-3-yl)methyl)-[2,4'-bipyrimidin]-2'-amine N1N=CC2=CC(=CC=C12)C#CC1=NC(=NC=C1)C1=NC(=NC=C1)NC[C@@H]1COCC1